(R)-6-cyclopropyl-4-((1-(3-(difluoromethyl)-2-fluorophenyl)ethyl)amino)-1-methoxypyrido[3,4-d]pyridazin-7(6H)-one C1(CC1)N1C=C2C(=NN=C(C2=CC1=O)OC)N[C@H](C)C1=C(C(=CC=C1)C(F)F)F